N-[4-[(6,7-dimethoxy-1,5-naphthyridin-4-yl)oxy]phenyl]-1-(5-fluoropyridin-2-yl)-6-methyl-2-oxopyridine-3-carboxamide COC=1N=C2C(=CC=NC2=CC1OC)OC1=CC=C(C=C1)NC(=O)C=1C(N(C(=CC1)C)C1=NC=C(C=C1)F)=O